C1(CC1)S(=O)(=O)NC=1C=C(CNC(=O)N2CCC3(NC4=CC=C(C=C4C(C3)=O)F)CC2)C=CC1F N-(3-(cyclopropanesulfonylamino)-4-fluorobenzyl)-6'-fluoro-4'-oxo-3',4'-dihydro-1'h-spiro[piperidine-4,2'-quinoline]-1-carboxamide